FC=1C=C(C(=NC1)OC)[C@@H]1N(CCC1)C1=CC=C(C(=N1)N)[N+](=O)[O-] (R)-6-(2-(5-fluoro-2-methoxypyridin-3-yl)pyrrolidin-1-yl)-3-nitropyridin-2-amine